FC1=CC=C(COC2=C(C=C(C=C2)/C=C/C(=O)NC2(CCCC2)C(=O)O)OC)C=C1 (E)-1-(3-(4-((4-fluorobenzyl)oxy)-3-methoxyphenyl)acrylamido)cyclopentane-1-carboxylic acid